ClC=1C=NC(=C(C(=O)NC2CCC(CC2)CN2C(N(C3=C2C=CC=C3)C=3C=NC(=CC3)N3C[C@@H](CC3)O)=O)C1)C(F)(F)F 5-chloro-N-((1R,4r)-4-((3-(6-((R)-3-hydroxypyrrolidin-1-yl)pyridin-3-yl)-2-oxo-2,3-dihydro-1H-benzo[d]imidazol-1-yl)methyl)cyclohexyl)-2-(trifluoromethyl)nicotinamide